N1=CC(=CC=C1)C1=CC=C(C=C1)C1=NNC(=C1O)C 3-(4-(pyridin-3-yl)phenyl)-5-methyl-pyrazol-4-ol